FC1=C(CC#N)C=C(C(=C1)F)F 2,4,5-trifluorobenzyl cyanide